O=C(CO\N=C\C(C)C1=C2C=NN(C(C2=CC=C1)=O)COCC[Si](C)(C)C)N1CCN(CC1)C1=NC=C(C=N1)C(F)(F)F (E)-2-(1-oxo-2-((2-(trimethylsilyl)ethoxy)methyl)-1,2-dihydro-phthalazin-5-yl)propanal-O-(2-oxo-2-(4-(5-(trifluoromethyl)pyrimidin-2-yl)piperazin-1-yl)ethyl) oxime